N[C@H](C(=O)N[C@H](C(=O)NC1=CC=C(C=C1)CO)CCCNC(=O)N)C(C)C (S)-2-((S)-2-amino-3-methylbutanamido)-N-(4-(hydroxymethyl)phenyl)-5-ureido-pentanamide